3-(4-(3-Fluoro-2-(trifluoromethyl)phenyl) piperidine-1-carbonyl)-6,7-dihydro-1H-pyrazolo[4,3-c]pyridine-5(4H)-carboxylate FC=1C(=C(C=CC1)C1CCN(CC1)C(=O)C1=NNC2=C1CN(CC2)C(=O)[O-])C(F)(F)F